BrCCC=1C(NC(N1)=O)=O 5-(2-bromoethyl)imidazole-2,4-dione